CC1=CC=C(C=C1)S(=O)(=O)O[C@H]1[C@@H]2[C@H](OC1)[C@@H](CO2)O[Si](C)(C)C(C)(C)C (3R,3aS,6R,6aS)-6-((tert-butyldimethylsilyl)oxy)hexahydrofuro[3,2-b]furan-3-yl 4-methylbenzenesulfonate